FC=1C=C(C=CC1OC)C1=C(C=CC(=N1)C1=NC2=CC=CC=C2C=N1)C 2-[6-(3-fluoro-4-methoxyphenyl)-5-methylpyridine-2-yl]quinazoline